C1(CC1)S(=O)(=O)C1=CC=C(C=C1)B1OC(C)(C)C(C)(C)O1 (4-(cyclopropanesulfonyl)phenyl)boronic acid pinacol ester